FC1=CC=C(COC=2C=C(C=CC2)B(O)O)C=C1 (3-((4-fluorobenzyl)oxy)phenyl)boronic acid